(4-n-butylphenyl)(3,4-dihydroxyphenyl)methanone C(CCC)C1=CC=C(C=C1)C(=O)C1=CC(=C(C=C1)O)O